(2S)-1-[(2S)-2-methyl-3-sulfanylpropionyl]pyrrolidine-2-carboxylic acid C[C@@H](C(=O)N1[C@@H](CCC1)C(=O)O)CS